FC=1C(=CC=C2C=C(C(NC12)=O)C)CN1C[C@@H]2COCC3=C(N2CC1)C=CC(=N3)C(=O)NC (R)-3-((8-fluoro-3-methyl-2-oxo-1,2-dihydroquinolin-7-yl)methyl)-N-methyl-1,2,3,4,4a,5-Hexahydro-7H-pyrazino[2,1-c]pyrido[3,2-e][1,4]oxazepine-9-carboxamide